C1=C(C=CC2=CC=CC=C12)C1=NC(=NC(=N1)C1=CC=CC=C1)C1=C(C=CC=C1)C1=CC=C2C=3C=CC(=CC3C3(C2=C1)CCCCC3)C=3C=NC=CC3 2-(naphthalen-2-yl)-4-phenyl-6-(2-(2'-(pyridin-3-yl)spiro[cyclohexane-1,9'-fluoren]-7'-yl)phenyl)-1,3,5-triazine